methyl 1-(2,4-difluoro-5-((3-(4-isopropyl-4H-1,2,4-triazol-3-yl) phenyl) carbamoyl) phenyl)-1H-imidazole-5-carboxylate FC1=C(C=C(C(=C1)F)C(NC1=CC(=CC=C1)C1=NN=CN1C(C)C)=O)N1C=NC=C1C(=O)OC